methyl-6-(methylsulfanyl)pyrido[3,4-d]pyrimidin-4-amine CC=1N=C(C2=C(N1)C=NC(=C2)SC)N